COC(=O)C=1OC(=CC1)[N+](=O)[O-] methyl-5-nitro-2-furoate